5-hydroxy-4-methylisoxazole-3-carboxylic acid ethyl ester C(C)OC(=O)C1=NOC(=C1C)O